ClC=1C=C(C=CC1)OC(NO)=O (3-chlorophenyl)-hydroxycarbamate